O=C1NC(CCC1N1C(C2=CC=C(C=C2C1=O)C1CCN(CC1)CCN1CCNCC1)=O)=O 4-(2-(4-(2-(2,6-dioxopiperidin-3-yl)-1,3-dioxoisoindolin-5-yl)piperidin-1-yl)ethyl)piperazine